((3R,4S)-4-((4-(4-(trifluoromethyl)phenyl)phthalazin-1-yl)amino)pyrrolidin-3-yl)methanol FC(C1=CC=C(C=C1)C1=NN=C(C2=CC=CC=C12)N[C@H]1[C@@H](CNC1)CO)(F)F